C(C)(C)(C)C1=NC(=NO1)C(=O)NCC1=C(C=C(C=C1)C1=C(C=NC=C1)N1CCN(CC1)C(=O)OC(C)(C)C)C(F)(F)F tert-butyl 4-(4-(4-((5-(tert-butyl)-1,2,4-oxadiazole-3-carboxamido)methyl)-3-(trifluoromethyl)phenyl)pyridin-3-yl)piperazine-1-carboxylate